(2R,3R)-3-cyclopropylazacyclopropane-2-carboxylic acid C1(CC1)[C@@H]1[C@@H](N1)C(=O)O